2-azidopropionic acid N(=[N+]=[N-])C(C(=O)O)C